phosphorus sulfuryl chloride S(=O)(=O)(Cl)Cl.[P]